BrC(S(=O)(=O)Cl)(Br)Br tribromomethanesulfonyl chloride